OP(=O)(O)CCOCC(C(=O)O)=C 2-[4-(dihydroxyphosphoryl)-2-oxa-butyl]-acrylic acid